C(C)(C)C1=NOC(=N1)N1CCC(CC1)COC=1C=NC(=CC1)C1=CC=C(C=C1)S(=O)(=O)C 3-Isopropyl-5-(4-(((6-(4-(methylsulfonyl)phenyl)pyridin-3-yl)oxy)methyl)piperidin-1-yl)-1,2,4-oxadiazole